C(C)(C)(C)OC(=O)N[C@@H]1COC2(C1)CCN(CC2)C(=O)OCC2=CC=CC=C2 (S)-Benzyl 3-((tert-Butoxycarbonyl)amino)-1-oxa-8-azaspiro[4.5]decane-8-carboxylate